(1-ethoxyvinyl)-3-nitrophenylcarbamate C(C)OC(=C)OC(NC1=CC(=CC=C1)[N+](=O)[O-])=O